COC(=O)C1=CC=CC=N1 6-(methoxycarbonyl)pyridine